FC(C1=CC=C(C=C1)N1CC(CC2=NC=CC=C12)/C=C/C(=O)O)(F)F (E)-3-(1-(4-(trifluoromethyl)phenyl)-1,2,3,4-tetrahydro-1,5-naphthyridin-3-yl)acrylic acid